[Si](C)(C)(C(C)(C)C)O[C@H]1[C@@H](CCCC1)NC1=CC(=CC(=C1)F)F |r| rac-N-((1R,2R)-2-((tert-butyldimethylsilyl)oxy)cyclohexyl)-3,5-difluoroaniline